6-methyl-3-(5-spiro[2H-benzofuran-3,1'-cyclopropane]-4-yloxypyrazin-2-yl)-1H-imidazo[4,5-b]pyridin-2-one CC=1C=C2C(=NC1)N(C(N2)=O)C2=NC=C(N=C2)OC2=CC=CC1=C2C2(CC2)CO1